N-(7-bromo-2-methyl-2H-indazole-5-yl)-2-(N-hydroxyamino)acetamide BrC1=CC(=CC2=CN(N=C12)C)NC(CNO)=O